FC(C=1N=C2N(N=C(C=C2)N=C(C2=CC=CC=C2)C2=CC=CC=C2)C1)F N-(2-(Difluoromethyl)imidazo[1,2-b]pyridazin-6-yl)-1,1-diphenylmethanimine